N-methyl-7-(trifluoromethyl)thieno[3,2-b]pyridine-3-carboxamide trifluoroacetate FC(C(=O)O)(F)F.CNC(=O)C1=CSC=2C1=NC=CC2C(F)(F)F